bis-chloromethyl-di-isopropyl-germanium (1s,4s)-4-hydroxycyclohexyl-4-toluenesulfonate OC1CCC(CC1)OS(=O)(=O)C1=CC=C(C)C=C1.ClC[Ge](C(C)C)(C(C)C)CCl